(3R,4S)-4-(4-(4-(dimethoxymethyl)piperidin-1-yl)phenyl)-3',4'-dihydro-2'H-spiro[isochromane-3,1'-naphthalen]-7-ol COC(C1CCN(CC1)C1=CC=C(C=C1)[C@H]1C2=CC=C(C=C2CO[C@]12CCCC1=CC=CC=C21)O)OC